OCCN1C[C@H](CC1)C(=O)N(C)C(C(=O)N)C(C)C 2-{1-[(3S)-1-(2-hydroxyethyl)pyrrolidin-3-yl]-N-methylformamido}-3-methylbutanamide